4-(cyclohexylmethoxy)-2,5-difluoroaniline C1(CCCCC1)COC1=CC(=C(N)C=C1F)F